2-Methyl-propane-2-sulfinic acid (2-{6-amino-8-[6-(1H-pyrazol-3-yl)-benzo[1,3]dioxol-5-ylsulfanyl]-purin-9-yl}-ethyl)-amide NC1=C2N=C(N(C2=NC=N1)CCNS(=O)C(C)(C)C)SC1=CC2=C(OCO2)C=C1C1=NNC=C1